1,1'-bis(3-(diethoxyphosphoryl)propyl)-[4,4'-bipyridine]-1,1'-diium dibromide [Br-].[Br-].C(C)OP(=O)(OCC)CCC[N+]1=CC=C(C=C1)C1=CC=[N+](C=C1)CCCP(=O)(OCC)OCC